CC1=NC=CC2=C(C=CC=C12)NC(=O)[C@H]1CNC[C@@H]1C1=CC=C(C=C1)C(F)(F)F (3R,4S)-N-(1-methylisoquinolin-5-yl)-4-[4-(trifluoromethyl)phenyl]pyrrolidine-3-carboxamide